hydrazino-aminodithioformate N(N)NC(=S)[S-]